C(C1=CC=C(C(=O)O)C=C1)(=O)O.CCCCC pentane terephthalate